COC(C)NC(CC)=O N-(1-methoxyethyl)propionamide